[Na].C(CCCCCCC)S(=O)(=O)O 1-octanesulphonic acid sodium